NC(CC=1C=C(CNC(=O)C=2N=C(SC2)C#C)C=CC1)=O N-(3-(2-Amino-2-oxoethyl)benzyl)-2-ethynylthiazole-4-carboxamide